4-{2-[(1S,4S)-2,5-diazabicyclo[2.2.1]heptan-2-yl]-6-{[2-(3-methylpyridin-2-yl)-[1,3]thiazolo[5,4-c]pyridin-6-yl]amino}pyrimidin-4-yl}cyclohexan-1-ol [C@@H]12N(C[C@@H](NC1)C2)C2=NC(=CC(=N2)C2CCC(CC2)O)NC2=CC1=C(C=N2)SC(=N1)C1=NC=CC=C1C